COC=1C=C(C=CC1)C(\C(=C\C1=CC=CC=C1)\C[N+](=O)[O-])=O (E)-1-(3-methoxyphenyl)-2-nitromethyl-3-phenylpropan-2-en-1-one